C(C)(C)(C)OCC1CN=C2N1C(N(C1=C2N=CC(=C1)N1CCOCC1)CC1=CC=C(C=C1)OC)=O 3-(tert-butoxymethyl)-6-(4-methoxybenzyl)-8-(morpholin-4-yl)-2,6-dihydroimidazo[1,2-c]pyrido[2,3-e]pyrimidin-5(3H)-one